N(=[N+]=[N-])CC=1C=C(C=CC1)CCN 2-(3-(azidomethyl)phenyl)ethanamine